(6R,8aS)-6-[8-Amino-1-(2-methoxy-4-{2,2,2-trifluoro-1-hydroxy-1-[3-(trifluoromethyl)-phenyl]ethyl}phenyl)imidazo[1,5-a]pyrazin-3-yl]hexahydroindolizin-3(2H)-on NC=1C=2N(C=CN1)C(=NC2C2=C(C=C(C=C2)C(C(F)(F)F)(C2=CC(=CC=C2)C(F)(F)F)O)OC)[C@H]2CN1C(CC[C@@H]1CC2)=O